2-(acetoxyimino)butan-1-one C(C)(=O)ON=C(C=O)CC